FC1=C(C2=C(C=CC=C2C=C1)B1OC(C(O1)(C)C)(C)C)C#C[Si](C(C)C)(C(C)C)C(C)C ({2-fluoro-8-(4,4,5,5-tetramethyl-1,3,2-dioxaborolan-2-yl)-1-Naphthyl}ethynyl)triisopropylsilane